(1R,3S)-N1-(5-(trifluoromethyl)thiazol-2-yl)cyclohexane-1,3-diamine FC(C1=CN=C(S1)N[C@H]1C[C@H](CCC1)N)(F)F